C1(=CC=CC2=CC=CC=C12)CC1=CC=CC2=CC=CC=C12.[Na] sodium di-naphthylmethane